(3s,5r)-1-(3-acetyl-6-methyl-2-pyridinyl)-5-methyl-pyrrolidine-3-carbonitrile C(C)(=O)C=1C(=NC(=CC1)C)N1C[C@H](C[C@H]1C)C#N